COC(=O)Cl methylchloro-formate